[Na].O water-sodium salt